O(C1=CC=CC=C1)C1=CC=C(C=C1)CCCCCCCCN 8-(4-phenoxyphenyl)octane-1-amine